The molecule is an amino acid amide amide in which N-butylglycine and 2-chloro-6-methylaniline have combined to form the amide bond; used as a local anaesthetic (amide caine). It has a role as a local anaesthetic. It is an amino acid amide and a member of monochlorobenzenes. CCCCNCC(=O)NC1=C(C=CC=C1Cl)C